6-((1H-pyrazolo[3,4-b]pyridin-5-yl)methyl)-N-(3-(tert-butyl)-1-(p-tolyl)-1H-pyrazol-5-yl)-4,5,6,7-tetrahydrothieno[2,3-c]pyridine-3-carboxamide N1N=CC=2C1=NC=C(C2)CN2CC1=C(CC2)C(=CS1)C(=O)NC1=CC(=NN1C1=CC=C(C=C1)C)C(C)(C)C